N(=NC1=C2NC(=C1)C=C1C=CC(=N1)C=C1C=CC(N1)=CC=1C=CC(N1)=C2)C2=C1NC(=C2)C=C2C=CC(=N2)C=C2C=CC(N2)=CC=2C=CC(N2)=C1 azoporphine